(2R,3S)-2-ethynyl-5-hydroxy-2-((2-phenylacetoxy)methyl)tetrahydrofuran-3-yl 2-phenylacetate C1(=CC=CC=C1)CC(=O)O[C@@H]1[C@](OC(C1)O)(COC(CC1=CC=CC=C1)=O)C#C